COC(=O)C1(CCNCC1)F 4-fluoro-piperidine-4-carboxylic acid methyl ester